C(C)C(CO[Si]([O-])([O-])[O-])CCCC (2-ethylhexyl)-silicate